C(C)(C)(C)C1N(CCC(C1N=[N+]=[N-])OC)C(=O)O[C@@H](C)C1=C(C(=CC=C1)Br)OC (S)-1-(3-bromo-2-methoxyphenyl)ethanol racemic-trans-tert-butyl-3-azido-4-methoxypiperidine-1-carboxylate